(6-(3-cyclopentyl-2-oxoimidazolin-1-yl)-2-azabicyclo[2.2.1]heptan-2-yl)-5-((4-(piperidin-4-yl)phenyl)amino)-1,2,4-triazine-6-carboxamide C1(CCCC1)N1C(N(CC1)C1CC2CN(C1C2)C=2N=NC(=C(N2)NC2=CC=C(C=C2)C2CCNCC2)C(=O)N)=O